6-{2-[methoxy(methyl)amino]ethoxy}nicotinaldehyde CON(CCOC1=NC=C(C=O)C=C1)C